1-[2-(azetidin-1-yl)-2-oxo-ethyl]-3-methyl-6-(3,4,5-trifluorophenyl)imidazo[4,5-b]pyridin-2-one N1(CCC1)C(CN1C(N(C2=NC=C(C=C21)C2=CC(=C(C(=C2)F)F)F)C)=O)=O